[N+](=O)([O-])N(CC)C1=CC=CC=C1 Nitrophenyl-ethylamine